C1(CC(C(CC1)C(C)C)C=O)C menthanal